CN1S(C2=C(C3=C1C=CC=C3)N=C(N=C2)NC2=CC=C(C=C2)N2CCN(CC2)C)(=O)=O 6-methyl-N-[4-(4-methylpiperazin-1-yl)phenyl]-6H-pyrimido[5,4-c][2,1]benzothiazin-2-amine 5,5-dioxide